(S)-1-(1-(methylsulfonyl)-1H-pyrrole-3-carbonyl)-N-(4-(3-morpholinophenyl)thiazol-2-yl)azetidine-2-carboxamide CS(=O)(=O)N1C=C(C=C1)C(=O)N1[C@@H](CC1)C(=O)NC=1SC=C(N1)C1=CC(=CC=C1)N1CCOCC1